ClC1=C(C=CC(=C1)Cl)[Se][Se]C1=C(C=C(C=C1)Cl)Cl bis-(2,4-dichlorophenyl) diselenide